ClC1=NC=CC2=C1C(=CN2)C=2SC(=NN2)CC2=CC=C(C=C2)C(F)(F)F 2-{4-chloro-1H-pyrrolo[3,2-c]pyridin-3-yl}-5-{[4-(trifluoromethyl)-phenyl]methyl}-1,3,4-thiadiazole